C(C#CC=O)=O butyne-1,4-dione